Cl.ClC1=CC=C(C=C1)NC(=O)N1CC(C(CC1)(C1=CC(=CC=C1)OC)O)CN(C)C N-(4-chlorophenyl)-3-((dimethylamino)methyl)-4-hydroxy-4-(3-methoxyphenyl)piperidine-1-carboxamide hydrochloride